3-(N-cyclohexylamino)propyltripropoxysilane C1(CCCCC1)NCCC[Si](OCCC)(OCCC)OCCC